N-(4-((2-amino-3-chloropyridin-4-yl)oxy)-3-fluorophenyl)-1-(Pyridin-2-yl)-5-(trifluoromethyl)-1H-pyrazole-4-carboxamide NC1=NC=CC(=C1Cl)OC1=C(C=C(C=C1)NC(=O)C=1C=NN(C1C(F)(F)F)C1=NC=CC=C1)F